(2S)-2-(2-(3-chloropyridin-2-yl)propanamido)-4-(((S)-3-fluoro-2-methoxypropyl)(4-(5,6,7,8-tetrahydro-1,8-naphthyridin-2-yl)butyl)amino)butanoic acid ClC=1C(=NC=CC1)C(C(=O)N[C@H](C(=O)O)CCN(CCCCC1=NC=2NCCCC2C=C1)C[C@@H](CF)OC)C